ClC=1C=C(C=CC1Cl)C(CN(C)C)NS(=O)(=O)C1=CC=C(C(=O)OC)C=C1 methyl 4-[[1-(3,4-dichlorophenyl)-2-(dimethylamino)ethyl] sulfamoyl]benzoate